COC1=CC=C(C=C1)S(=O)(=O)NCCCC(CCC)S(=O)(=O)F 1-((4-methoxyphenyl)sulfonylamino)heptane-4-sulfonyl fluoride